N1(CC1)C1=CNC=2N=C(N=C(C21)OC=2C=C(C=CC2)NC(C=C)=O)NC2=CC=C(C=C2)N2CCN(CC2)C N-(3-((5-(aziridin-1-yl)-2-((4-(4-methylpiperazin-1-yl)phenyl)amino)-7H-pyrrolo[2,3-d]pyrimidin-4-yl)oxy)phenyl)acrylamide